methyl 3-(1,4-dimethyl-1H-benzo[d][1,2,3]triazol-5-yl)-3-(3-(((R)-2-ethyl-10-methoxy-2,3-dihydro-[1,4]oxazepino[7,6-g]quinolin-4(5H)-yl) methyl)-4-methylphenyl)-2,2-dimethylpropionate CN1N=NC2=C1C=CC(=C2C)C(C(C(=O)OC)(C)C)C2=CC(=C(C=C2)C)CN2C[C@H](OC1=CC=3C(=CC=NC3C=C1C2)OC)CC